FC1=CC=C(C=C1)S(=O)(=O)N1CCCC2=CC=C(C=C12)C1=C(SC=C1)S(=O)(=O)N (1-((4-fluorophenyl)sulfonyl)-1,2,3,4-tetrahydroquinolin-7-yl)thiophene-2-sulfonamide